(4R,5R)-5-[[tert-butyl(diphenyl)silyl]oxymethyl]-1-methyl-4-tetrahydropyran-2-yloxy-pyrrolidin-2-one [Si](C1=CC=CC=C1)(C1=CC=CC=C1)(C(C)(C)C)OC[C@@H]1[C@@H](CC(N1C)=O)OC1OCCCC1